C(C)(=O)C1=C(C=C(C=N1)C(C#N)(C)C)S(=O)(=O)CC 2-(6-acetyl-5-ethylsulfonyl-3-pyridinyl)-2-methyl-propionitrile